NCCNCCN 2-(2-aminoethylamino)ethylamine